N1CC(C1)COC=1C=C(C=CC1)S(=O)(=O)N1C=CC=C1C1=C(C=CC=C1)F 1-((3-(azetidin-3-ylmethoxy)phenyl)sulfonyl)-5-(2-fluorophenyl)-1H-pyrrole